C(C1=CC=CC=C1)N1N=NC(=C1)C(=O)NC1C(N(C=2N(CC1)N=C(C2)C2CCOCC2)C)=O 1-Benzyl-N-(4-methyl-5-oxo-2-(tetrahydro-2H-pyran-4-yl)-5,6,7,8-tetrahydro-4H-pyrazolo[1,5-a][1,3]diazepin-6-yl)-1H-1,2,3-triazol-4-carboxamid